C(C)(C)(C)OC(=O)N1CCN(CC1)C1=NC=C(C=C1[N+](=O)[O-])C 4-(5-methyl-3-nitropyridin-2-yl)piperazine-1-carboxylic acid tert-butyl ester